N-methylcyclohexane-1-carboxamide CNC(=O)C1CCCCC1